(R)-(1-(((4-((1-(2-fluoro-3-(trifluoromethyl)phenyl)ethyl)amino)7-methoxy-2-Methylquinazolin-6-yl)oxy)methyl)cyclopropyl)methyl-p-toluenesulfonate FC1=C(C=CC=C1C(F)(F)F)[C@@H](C)NC1=NC(=NC2=CC(=C(C=C12)OCC1(CC1)COS(=O)(=O)C1=CC=C(C)C=C1)OC)C